C(C)(C)(C)OC(=O)N1CCC(CCC1)NC=1C=CC=2N(N1)C(=CN2)C=2SC(=CC2)C(F)(F)F 4-[[3-[5-(trifluoromethyl)-2-thienyl]imidazo[1,2-b]pyridazin-6-yl]amino]azepane-1-carboxylic acid tert-butyl ester